NC(CCN(C)C)C=1C=NN(C1)C1CCN(CC1)C(=O)OC(C)(C)C tert-butyl 4-[4-[1-amino-3-(dimethylamino)propyl]pyrazol-1-yl]piperidine-1-carboxylate